trans-N-(3-(5-fluoropyridin-3-yl)-4-methylphenyl)-3-(2-hydroxypropan-2-yl)-6-azabicyclo[3.1.1]heptane-6-carboxamide FC=1C=C(C=NC1)C=1C=C(C=CC1C)NC(=O)N1C2CC(CC1C2)C(C)(C)O